5,8,8-trimethyl-5-(3-(methyl(pyrimidin-2-yl)amino)phenyl)-5,8,9,10-tetrahydrobenzo[b][1,8]naphthyridin-6(7H)-one CC1(C2=C(NC=3N=CC=CC13)CC(CC2=O)(C)C)C2=CC(=CC=C2)N(C2=NC=CC=N2)C